(S)-6'-chloro-4'-(3-hydroxypiperidin-1-yl)-[3,3'-bipyridin]-6-carbaldehyde ClC1=CC(=C(C=N1)C=1C=NC(=CC1)C=O)N1C[C@H](CCC1)O